O1CCC(=CC1)C1=CC=C(C=N1)N1C(NC2=C1C=CC=C2)=O 1-(6-(3,6-dihydro-2H-pyran-4-yl)pyridin-3-yl)-1H-benzo[d]imidazol-2(3H)-one